OC(CN(CCCNC(CCCCCCC\C=C/CCCCCC)=O)CCCOCCCCCCCC)CO N-[3-[(2,3-dihydroxypropyl)(3-octyloxypropyl)amino]propyl]palmitoleamide